N-[(3S)-1-[4-[[(1R)-1-[3-(difluoromethyl)-2-methylphenyl]ethyl]amino]-2-methyl-pyrido[3,4-d]pyrimidin-6-yl]pyrrolidin-3-yl]acetamide FC(C=1C(=C(C=CC1)[C@@H](C)NC=1C2=C(N=C(N1)C)C=NC(=C2)N2C[C@H](CC2)NC(C)=O)C)F